C(CCCCCCCCC\C=C/CCCC)(=O)[O-] (Z)-11-hexadecenoate